(R)-3-(ethoxymethoxy)-4-(5-methyl-3-(((tetrahydrofuran-2-yl)methyl)amino)-1,2,4-triazin-6-yl)benzaldehyde C(C)OCOC=1C=C(C=O)C=CC1C1=C(N=C(N=N1)NC[C@@H]1OCCC1)C